O1CC(C1)OC1CC(NCC1)C(=O)O 4-(oxetan-3-yloxy)piperidine-2-carboxylic acid